4-((4-(1-Isopropyl-1H-pyrazol-4-yl)pyridin-2-yl)((4-(4-methoxy-3-methylphenyl)bicyclo[2.2.2]octan-1-yl)methyl)carbamoyl)(trans-cyclohexyl) 3-ethoxyazetidine-1-carboxylate C(C)OC1CN(C1)C(=O)O[C@@H]1CC[C@H](CC1)C(N(CC12CCC(CC1)(CC2)C2=CC(=C(C=C2)OC)C)C2=NC=CC(=C2)C=2C=NN(C2)C(C)C)=O